(S)-8-cyclopropyl-6-((3-methylpiperidin-1-yl)methyl)-4H-chromen-4-one C1(CC1)C=1C=C(C=C2C(C=COC12)=O)CN1C[C@H](CCC1)C